C(C1=CC=CC=C1)N1N=C(N=C1)C(=O)NC1C(N(C=2N(CC1)N=C(C2)CN2CC(CC2)(F)F)C)=O 1-benzyl-N-[2-[(3,3-difluoropyrrolidin-1-yl)methyl]-4-methyl-5-oxo-7,8-dihydro-6H-pyrazolo[1,5-a][1,3]diazepin-6-yl]-1,2,4-triazole-3-carboxamide